Cl.FC(C=1SC=C(N1)CN)(F)F (2-(trifluoromethyl)thiazol-4-yl)methylamine hydrochloride